C1CCC2=C(C=3CCCC3C=C12)NC(=O)O[C@@H](C(=O)OC1CCCC1)CN1N=CN=C1 Cyclopentyl (2R)-2-{[(1,2,3,5,6,7-hexahydro-s-indacen-4-yl)carbamoyl]oxy}-3-(1H-1,2,4-triazol-1-yl)propanoate